C(C)(C)(C)C=1C=C(C=C(C1)C(C)(C)C)C1=CC(=CC=C1)N 3',5'-di-tert-butyl-[1,1'-biphenyl]-3-amine